C(C1=CC=CC=C1)NC(=O)C=1N(C(N2C1CN([C@H](C2)C)C(C2=CC(=C(C=C2)Br)Cl)=O)=O)C2=CC=C(C=C2)OC |r| rac-(6S)-N-benzyl-7-(4-bromo-3-chloro-benzoyl)-2-(4-methoxyphenyl)-6-methyl-3-oxo-6,8-dihydro-5H-imidazo[1,5-a]pyrazine-1-carboxamide